FC(C=1C=C(C=CC1)C=O)(F)F 3-(trifluoromethyl)phenylmethanone